FC(C1=CC(=NC(=N1)O)O)F 6-(difluoromethyl)pyrimidine-2,4-diol